N1(N=CC=C1)CCO 1H-pyrazole-1-ethanol